BrC=1C=C2C(=C(C(N(C2=CC1)C)=O)C(=O)N)N1CCC(CC1)(C=1OC2=C(N1)C=C(C=C2)C)C 6-bromo-1-methyl-4-[4-methyl-4-(5-methyl-1,3-benzooxazol-2-yl)piperidin-1-yl]-2-oxo-1,2-dihydroquinoline-3-carboxamide